N1=C(C=CC=C1)C1=C(C=CC(=C1)C=1C=CC(=NC1)C1=NC=CC=C1)O 2-(pyridin-2-yl)-4-(2,2'-bipyridin-5-yl)phenol